ClC1=C(COC=2C=C3CCC(C3=C(C2)F)N2CCC(CC2)C(=O)O)C(=CC=C1)Cl 1-(5-((2,6-dichlorobenzyl)oxy)-7-fluoro-2,3-dihydro-1H-inden-1-yl)piperidine-4-carboxylic acid